2-(6-(4-(((2-(2,6-dioxopiperidin-3-yl)-7-fluoro-1-oxoisoindolin-5-yl)methyl)(methyl)amino)piperidin-1-yl)-1-oxoisoindolin-2-yl)-2-(5-fluoro-2-hydroxyphenyl)-N-(thiazol-2-yl)acetamide O=C1NC(CCC1N1C(C2=C(C=C(C=C2C1)CN(C1CCN(CC1)C1=CC=C2CN(C(C2=C1)=O)C(C(=O)NC=1SC=CN1)C1=C(C=CC(=C1)F)O)C)F)=O)=O